6-(Difluoromethyl)-N-[2-(3-hydroxy-3-methylbutyl)-6-(2-hydroxyprop-2-yl)-2H-indazol-5-yl]pyridine-2-carboxamide FC(C1=CC=CC(=N1)C(=O)NC1=CC2=CN(N=C2C=C1C(C)(C)O)CCC(C)(C)O)F